CN(CCOC(=O)C=1C(=NC2=CC=CC=C2C1)C=1NC(C(N1)(C)C(C)C)=O)C.CC(C)(C)S(=O)/N=C(\C)/C1=CC(=CC=C1)C(F)(F)F (E)-2-methyl-N-(1-(3-(trifluoromethyl)phenyl)ethylidene)propane-2-sulfinamide 2-(dimethylamino)ethyl-2-(4-isopropyl-4-methyl-5-oxo-4,5-dihydro-1H-imidazol-2-yl)quinoline-3-carboxylate